FC=1C2=C(N3C1CN(CC3)C(CCOCC3NCC3)=O)N=CC(=C2)C2=C(C=CC=C2)F 2-((3-(5-fluoro-3-(2-fluorophenyl)-8,9-dihydropyrido[3',2':4,5]pyrrolo[1,2-a]pyrazin-7(6H)-yl)-3-oxopropoxy)methyl)azetidin